(E)-6-((4-bromo-2-methoxyphenyl)diazenyl)-2H-chromene BrC1=CC(=C(C=C1)/N=N/C=1C=C2C=CCOC2=CC1)OC